ClC1=CC(=C(CN1C1=NC=C(C=C1)F)C1=CC=NC(=C1)C)C 6-chloro-N-(5-fluoropyridin-2-yl)-4,6'-dimethyl-[3,4'-bipyridine]